O=C1C=C(C=CO1)C1=CC=NC2=CC=CC=C12 6-oxo-4-(4-quinolyl)pyran